N-(1-(4-(1,1-difluoroethyl)pyrimidin-2-yl)-3-morpholino-1H-pyrazolo[4,3-c]pyridin-6-yl)cyclopropanecarboxamide FC(C)(F)C1=NC(=NC=C1)N1N=C(C=2C=NC(=CC21)NC(=O)C2CC2)N2CCOCC2